5-{[1-(4-chloro-2-fluorophenyl)-1H-pyrazole-3-yl]oxy}-2-(methoxyimino)-N,3-dimethylpent-3-enamide ClC1=CC(=C(C=C1)N1N=C(C=C1)OCC=C(C(C(=O)NC)=NOC)C)F